(6-Fluoropyridin-3-yl)pyrimidin-4-amine FC1=CC=C(C=N1)C1=NC=CC(=N1)N